N1C=NC=C1.CC(C(O)(C)C)N trimethylhydroxyethyl-amine imidazole salt